OC1=CC(=NC(=C1)C(F)(F)F)N1C(C2(CC1)CCN(CC2)C(=O)OC(C)(C)C)=O tert-butyl 2-(4-hydroxy-6-(trifluoromethyl)pyridin-2-yl)-1-oxo-2,8-diazaspiro[4.5]decane-8-carboxylate